9',9''''-(2',5'-di(pyridin-4-yl)-[1,1':3',1''-terphenyl]-4,4''-diyl)bis(9'H-9,3':6',9''-tercarbazole) N1=CC=C(C=C1)C1=C(C=C(C=C1C1=CC=C(C=C1)N1C2=CC=C(C=C2C=2C=C(C=CC12)N1C2=CC=CC=C2C=2C=CC=CC12)N1C2=CC=CC=C2C=2C=CC=CC12)C1=CC=NC=C1)C1=CC=C(C=C1)N1C2=CC=C(C=C2C=2C=C(C=CC12)N1C2=CC=CC=C2C=2C=CC=CC12)N1C2=CC=CC=C2C=2C=CC=CC12